(Z)-2-cyano-N-(4-((2-cyanophenyl)sulfonyl)phenyl)-3-hydroxy-3-(5-methylisoxazol-4-yl)acrylamide C(#N)/C(/C(=O)NC1=CC=C(C=C1)S(=O)(=O)C1=C(C=CC=C1)C#N)=C(\C=1C=NOC1C)/O